N[C@H](C)C1=C(C(=CC=C1)C(F)F)CC#N 2-[2-[(1R)-1-aminoethyl]-6-(difluoromethyl)phenyl]Acetonitrile